3-ethylphenylsulfonyl chloride C(C)C=1C=C(C=CC1)S(=O)(=O)Cl